C(#N)C=1C=C(C=CC1NCC1CCOCC1)S(=O)(=O)NC(C1=C(C=CC=C1)OC=1C=C2C(=NC1)NC=C2)=O N-({3-cyano-4-[(tetrahydro-2H-pyran-4-ylmethyl)amino]phenyl}sulfonyl)-2-(1H-pyrrolo[2,3-b]pyridin-5-yloxy)benzamide